tert-butyl (2S,5R)-2-(((1s,4R)-4-(N-benzylacetamido)-cyclohexyl)methyl)-5-((S)-(3-fluorophenyl)(hydroxy)methyl)pyrrolidine-1-carboxylate C(C1=CC=CC=C1)N(C(C)=O)C1CCC(CC1)C[C@H]1N([C@H](CC1)[C@@H](O)C1=CC(=CC=C1)F)C(=O)OC(C)(C)C